2-(2-chloro-1,3-thiazol-4-yl)acethydrazide ClC=1SC=C(N1)CC(=O)NN